1,3,4-trimethyl-2-(2'-aminophenyl)-9H-carbazole CC1=C(C(=C(C=2C3=CC=CC=C3NC12)C)C)C1=C(C=CC=C1)N